C1(=CC=CC=C1)N1C=2C=CC=CC2CC2=CC=CC=C12 10-phenyl-9,10-dihydroacridine